4-(4-indolyl-pyrimidine-2-ylamino)-N'-benzylidenebenzoyl-hydrazine N1C(=CC2=CC=CC=C12)C1=NC(=NC=C1)NC1=CC=C(C(=O)NN=CC2=CC=CC=C2)C=C1